5-((3-(3-bromophenyl)oxetan-3-yl)methyl)-1-((2-(trimethylsilyl)ethoxy)methyl)-1H-1,2,4-triazole BrC=1C=C(C=CC1)C1(COC1)CC1=NC=NN1COCC[Si](C)(C)C